(+-)-4-(3-(2-((2R)-2-hydroxy-7-azabicyclo[2.2.1]heptan-7-yl)acetyl)-2-methyl-5-((E)-3-(2-methyl-1H-imidazol-1-yl)prop-1-en-1-yl)-1H-pyrrol-1-yl)benzonitrile O[C@H]1C2CCC(C1)N2CC(=O)C2=C(N(C(=C2)\C=C\CN2C(=NC=C2)C)C2=CC=C(C#N)C=C2)C